5-{2-[4-(1,2-Benzoisothiazol-3-yl)piperazin-1-yl]ethyl}-5,6,7,8-tetrahydroimidazo[4,5-c]azepin-4(3H)-one S1N=C(C2=C1C=CC=C2)N2CCN(CC2)CCN2C(C1=C(CCC2)N=CN1)=O